tert-butyl (4-(3-amino-6-methoxypyridin-2-yl) but-3-yn-1-yl)-carbamate NC=1C(=NC(=CC1)OC)C#CCCNC(OC(C)(C)C)=O